8-(5-Methylthiazol-2-yl)-2-(pyrrolidin-1-yl)quinoxaline-6-carboxylic acid CC1=CN=C(S1)C=1C=C(C=C2N=CC(=NC12)N1CCCC1)C(=O)O